[N+](=O)([O-])C1=CC=C(C=C1)S(=O)(=O)ON=C(C#N)C1=CC=CC=C1 (4-nitrobenzenesulfonyloxyimino)-phenylacetonitrile